FC(CC1N(C(OC1)(C)C)C(=O)OC(C)(C)C)CO tert-butyl 4-(2-fluoro-3-hydroxy-propyl)-2,2-dimethyl-oxazolidine-3-carboxylate